C(C)(C)(C)OC(=O)N1[C@@H](CCC1)C=1C=C(C=C2CCN(CC12)C(=O)N1CC2CCC(C1)O2)C=2C=C1C(=NC2)NC=C1C (S)-2-[6-(3-methyl-1H-pyrrolo[2,3-b]pyridin-5-yl)-2-(8-oxa-3-azabicyclo[3.2.1]octane-3-carbonyl)-1,2,3,4-tetrahydroisoquinolin-8-yl]pyrrolidine-1-carboxylic acid tert-butyl ester